Trans-4-(2-(2-fluorophenyl)-6-(benzenesulfonyl)imidazo[4,5-d]pyrrolo[2,3-b]pyridine-1(6H)-yl)cyclohexanecarbonitrile FC1=C(C=CC=C1)C1=NC=2C(=C3C(=NC2)N(C=C3)S(=O)(=O)C3=CC=CC=C3)N1[C@@H]1CC[C@H](CC1)C#N